2-[5-[[5-(4-bromophenyl)tetrazol-2-yl]methyl]-2-(2,2-difluoroethyl)pyrazol-3-yl]-6-chloro-8-methyl-3,1-benzoxazin-4-one BrC1=CC=C(C=C1)C=1N=NN(N1)CC=1C=C(N(N1)CC(F)F)C1=NC2=C(C(O1)=O)C=C(C=C2C)Cl